(R)-2-(8-(2,4-dioxotetrahydropyrimidin-1(2H)-yl)-10-methyl-1,2,4a,5-tetrahydrobenzo[b]pyrazino[1,2-d][1,4]oxazin-3(4H)-yl)acetic acid O=C1N(CCC(N1)=O)C=1C=C(C2=C(OC[C@@H]3N2CCN(C3)CC(=O)O)C1)C